2-bromo-1-(p-tolyl)ethan-1-one iridium tin antimony vanadium [V].[Sb].[Sn].[Ir].BrCC(=O)C1=CC=C(C=C1)C